2,2'-thiobis(4-tert-octylphenoxide) S(C1=C([O-])C=CC(=C1)C(C)(C)CC(C)(C)C)C1=C([O-])C=CC(=C1)C(C)(C)CC(C)(C)C